BrC1=CC=C(C=C1)N(C1=C(C=C(C=C1)O)Br)C 4-((4-bromophenyl)(methyl)amino)-3-bromophenol